C(C)(C)(C)[Si](C1=CC=CC=C1)(C1=CC=CC=C1)O[C@H]1C(=C([C@H]2OC(OC21)(C)C)COC(C2=CC=CC=C2)(C2=CC=CC=C2)C2=CC=CC=C2)F (3R,4R,6aR)-tert-butyl-(5-fluoro-2,2-dimethyl-6-trityloxymethyl-4,6a-dihydro-3aH-cyclopenta[1,3]dioxol-4-yloxy)-diphenylsilane